NC=1C2=C(N=CN1)N(C(=C2C2=CC=C(C=C2)OC2=CC=CC=C2)C#CCNC(C=C)=O)C N-(3-(4-amino-7-methyl-5-(4-phenoxyphenyl)-7H-pyrrolo[2,3-d]pyrimidin-6-yl)prop-2-yn-1-yl)acrylamide